(2R)-1-acetyl-4-(3-(cyclopropylmethoxy)-4-(difluoromethoxy)phenyl)pyrrolidine-2-carboxamide C(C)(=O)N1[C@H](CC(C1)C1=CC(=C(C=C1)OC(F)F)OCC1CC1)C(=O)N